ClC=1C=C(C=CC1C(F)(F)F)NC=1C(C(C1NCC1=CC=C(C=C1)C1=NOC(=N1)C(F)(F)Cl)=O)=O 3-((3-chloro-4-(trifluoromethyl)phenyl)amino)-4-((4-(5-(chlorodifluoromethyl)-1,2,4-oxadiazol-3-yl)benzyl)amino)cyclobut-3-ene-1,2-dione